C(C(C)C)O[Si](C=C)(C=C)OCC(C)C diisobutoxydivinyl-silane